C(C=C)(=O)N1C[C@@H]2COC3=C(C(N2CC1)=O)C(=NC(=C3Cl)C3=C(C=CC=C3O)F)N3CCN(C1(CC1)C3)C (6aR)-8-acryloyl-4-chloro-3-(2-fluoro-6-hydroxyphenyl)-1-(4-methyl-4,7-diazaspiro[2.5]oct-7-yl)-6,6a,7,8,9,10-hexahydro-12H-pyrazino[2,1-c]pyrido[3,4-f][1,4]oxazepin-12-one